acryloxyethyl-2-bromoethyl hydrogenphosphate P(=O)(O)(OCC(Br)CCOC(C=C)=O)[O-]